(2R,3S,4R)-2-(2-anilinoethyl)-3,4-pyrrolidindiol N(C1=CC=CC=C1)CC[C@H]1NC[C@H]([C@H]1O)O